C1(CCC1)=C(O[Si](C)(C)C)OCC [cyclobutylidene(ethoxy)methoxy]-trimethylsilane